O,O'-Dilauryl N-lysylaspartate N[C@@H](CCCCN)C(=O)N[C@@H](CC(=O)OCCCCCCCCCCCC)C(=O)OCCCCCCCCCCCC